(R)-2-(2,6-difluoro-4-(pyrrolidin-2-yl)phenyl)-N-(3-(4-fluoropiperidin-1-yl)propyl)benzo[d]imidazo[2,1-b]thiazole-7-carboxamide FC1=C(C(=CC(=C1)[C@@H]1NCCC1)F)C=1N=C2SC3=C(N2C1)C=CC(=C3)C(=O)NCCCN3CCC(CC3)F